C1=CC=CC2=CC3=CC=CC=C3C(=C12)C1=C(C(=CC(=C1)C(C)(CC(C)(C)C)C)C1=CC(=CC=C1)F)O 3-(anthracen-9-yl)-3'-fluoro-5-(2,4,4-trimethylpentan-2-yl)-[1,1'-biphenyl]-2-ol